[C@H]12[C@H](C[C@H](CC1)O2)O |r| rac-(1R,2S,4S)-7-oxabicyclo(2.2.1)heptan-2-ol